[2-(2-amino-4,6-dichloro-pyrimidin-5-yl)-2,2-difluoro-ethyl] trifluoromethanesulfonate FC(S(=O)(=O)OCC(F)(F)C=1C(=NC(=NC1Cl)N)Cl)(F)F